OCCCOC1=C2CN(C(C2=CC=C1)=O)C1C(NC(CC1)=O)=O 3-(4-(3-hydroxypropoxy)-1-oxoisoindolin-2-yl)piperidine-2,6-dione